C(C)(C)(C)N(C(O)=O)C1CCC(CC1)CCN1CCN(CC1)C1=CC=C(C=C1)C1C(NC(CC1)=O)=O.FC1=C(C(=O)N)C=C(C=C1)CC1=NNC(C2=CC=CC=C12)=O 2-fluoro-5-((4-oxo-3,4-dihydro-phthalazin-1-yl)methyl)benzamide tert-butyl-(4-(2-(4-(4-(2,6-dioxopiperidin-3-yl)phenyl)piperazin-1-yl)ethyl)cyclohexyl)carbamate